methyl 3-(3-((3,4-dimethylbenzyl)amino)-5,6-dimethylpyrazine-2-carbonyl)bicyclo[1.1.1]pentane-1-carboxylate CC=1C=C(CNC=2C(=NC(=C(N2)C)C)C(=O)C23CC(C2)(C3)C(=O)OC)C=CC1C